9-((1s,4s)-4-(aminomethyl)cyclohexyl)-N8-(3-chlorophenyl)-N2-tert-pentyl-9H-purine-2,8-diamine NCC1CCC(CC1)N1C2=NC(=NC=C2N=C1NC1=CC(=CC=C1)Cl)NC(C)(C)CC